NC=1C=C(C=C(C1)F)N1CCN(CC1)C(=O)OC(C)(C)C tert-butyl 4-(3-amino-5-fluorophenyl)piperazine-1-carboxylate